maleic acid, vinyl ester C(\C=C/C(=O)[O-])(=O)OC=C